[5-[3-[2-[(4-acetamidocyclohexanecarbonyl)amino]-1,3-benzothiazol-7-yl]phenyl]-2-furyl]phosphonic acid C(C)(=O)NC1CCC(CC1)C(=O)NC=1SC2=C(N1)C=CC=C2C=2C=C(C=CC2)C2=CC=C(O2)P(O)(O)=O